9,9'-{6-[3-(triphenylsilyl)phenyl]-1,3,5-triazine-2,4-diyl}bis(9H-carbazole) C1(=CC=CC=C1)[Si](C=1C=C(C=CC1)C1=NC(=NC(=N1)N1C2=CC=CC=C2C=2C=CC=CC12)N1C2=CC=CC=C2C=2C=CC=CC12)(C1=CC=CC=C1)C1=CC=CC=C1